tertbutyl (S)-2-(hydroxymethyl)azetidine-1-carboxylate OC[C@H]1N(CC1)C(=O)OC(C)(C)C